4-(7-phenyl-4-(pyridin-3-yl)-6,7-dihydro-5H-pyrrolo[2,3-d]pyrimidin-2-yl)morpholine C1(=CC=CC=C1)N1CCC2=C1N=C(N=C2C=2C=NC=CC2)N2CCOCC2